C(C)(C)(C)C1=CC=C(C(=N1)Cl)C(=O)NS(=O)(=O)C1=NC(=CC=C1)NC(CC[C@@H]1CN(C(C1)(C)C)C(C(F)(F)F)=O)C=1C=NC=NC1 6-tert-butyl-2-chloro-N-[[6-[[3-[(3S)-5,5-dimethyl-1-(2,2,2-trifluoroacetyl)pyrrolidin-3-yl]-1-pyrimidin-5-yl-propyl]amino]-2-pyridyl]sulfonyl]pyridine-3-carboxamide